C(C1=CC=CC=C1)OC1=C(C=O)C=C(C=C1F)C=1C(=NC(=NC1)NC1=C(C=C(C=C1)N1CCC(CC1)N1CCN(CC1)C)OC)NC1=CC=CC=C1 2-(benzyloxy)-3-fluoro-5-[2-({2-methoxy-4-[4-(4-methylpiperazin-1-yl)piperidin-1-yl]phenyl}amino)-4-(phenylamino)pyrimidin-5-yl]benzaldehyde